2-(2-methylpyrazol-3-yl)benzothiophene-3-carbonitrile CN1N=CC=C1C=1SC2=C(C1C#N)C=CC=C2